O1CC(CC1)N1N=CC(=C1)C1=NC(=NC=C1)C1=CN=C2N1C=C(N=C2)C(F)(F)F 3-(4-(1-(Tetrahydrofuran-3-yl)-1H-pyrazol-4-yl)pyrimidin-2-yl)-6-(trifluoromethyl)imidazo[1,2-a]pyrazine